tert-butyl (R)-4-((3-(((R)-1-(4-bromo-3-(thiophen-2-yl)phenyl)ethyl)carbamoyl)-4-methylphenyl)amino)-3,3-difluoropyrrolidine-1-carboxylate BrC1=C(C=C(C=C1)[C@@H](C)NC(=O)C=1C=C(C=CC1C)N[C@H]1C(CN(C1)C(=O)OC(C)(C)C)(F)F)C=1SC=CC1